N-Methyl-1-(2,2,2-trifluoroacetyl)indoline-5-sulfonamide CNS(=O)(=O)C=1C=C2CCN(C2=CC1)C(C(F)(F)F)=O